Cl.Cl.N1CC(C1)CN(C)C1CC1 N-(azetidin-3-ylmethyl)-N-methyl-cyclopropylamine dihydrochloride